FC(S(=O)(=O)[O-])(F)F.C(CCC)[N+](CCCC)(CCCC)CCCC tetrabutylammonium trifluoromethane-sulfonate